N-(6-((1H-pyrazol-1-yl)methyl)-4-methoxyisoxazolo[4,5-c]pyridin-3-yl)-2,3-dihydrobenzofuran-7-sulfonamide N1(N=CC=C1)CC1=CC2=C(C(=N1)OC)C(=NO2)NS(=O)(=O)C2=CC=CC=1CCOC12